NC1(N(C(C2=CC=C(C=C12)N(C)C)=O)OC)COC1=CC=CC=C1 3-amino-5-(dimethylamino)-2-methoxy-3-(phenoxymethyl)isoindolin-1-one